C(C)(C)(C)N1CCN(CC1)C=1C=C(C=NC1C)B(O)O (5-(4-(tert-butyl)piperazin-1-yl)-6-methylpyridin-3-yl)boronic acid